2-(chroman-4-yl)acetonitrile O1CCC(C2=CC=CC=C12)CC#N